2-[(6-Amino-2,3-difluorophenyl)formamido]acetate NC1=CC=C(C(=C1C(=O)NCC(=O)[O-])F)F